2-(4-cyclopropyl-2,6-dimethylphenyl)-6-{[(3S)-oxolan-3-yl]oxy}-2,5-dihydro-4H-pyrazolo[3,4-d]pyrimidin-4-one C1(CC1)C1=CC(=C(C(=C1)C)N1N=C2N=C(NC(C2=C1)=O)O[C@@H]1COCC1)C